(Z)-1-(4-chlorophenyl)-2-phenylpentan-1,4-dien-3-one ClC1=CC=C(C=C1)\C=C(/C(C=C)=O)\C1=CC=CC=C1